1-Methyl-4-((3-(3-(trifluoromethyl)phenyl)pyrazolo[1,5-a]pyrimidin-5-yl)amino)-trans-cyclohexanol CC1(CCC(CC1)NC1=NC=2N(C=C1)N=CC2C2=CC(=CC=C2)C(F)(F)F)O